FC(CN1N=NC2=C1C=C(C=C2)C=2C=CN1N=C(N=C(C12)OC([2H])([2H])[2H])NC1CCC(CC1)(O)C)F (1s,4s)-4-((5-(1-(2,2-difluoroethyl)-1H-benzo[d][1,2,3]triazol-6-yl)-4-(methoxy-d3)pyrrolo[2,1-f][1,2,4]triazin-2-yl)amino)-1-methylcyclohexan-1-ol